methyl (2-((2-(4-cyanophenyl)propan-2-yl)oxy)ethyl)carbamate C(#N)C1=CC=C(C=C1)C(C)(C)OCCNC(OC)=O